2-methyl-4-(6-(methyl(7H-pyrrolo[2,3-d]pyrimidin-4-yl)amino)-2-azaspiro[3.3]heptane-2-carbonyl)benzonitrile CC1=C(C#N)C=CC(=C1)C(=O)N1CC2(C1)CC(C2)N(C=2C1=C(N=CN2)NC=C1)C